2-benzylhexahydrocyclopenta[c]pyrrole C(C1=CC=CC=C1)N1CC2C(C1)CCC2